phosphonosuccinic acid calcium salt [Ca+2].P(=O)(O)(O)C(C(=O)[O-])CC(=O)[O-]